FC=1C=C(C=CC1F)[C@H]1N(CC[C@H](C1)NC)C(=O)N1CC2(CCCC2)[C@@H](CC1)CN1C=NC(=CC1=O)C1=C(C=CC=C1)F 3-(((R)-7-((2S,4R)-2-(3,4-Difluorophenyl)-4-(methylamino)piperidine-1-carbonyl)-7-azaspiro[4.5]decan-10-yl)methyl)-6-(2-fluorophenyl)pyrimidin-4(3H)-one